ClC=1C(=C(C=2C(=C(SN2)N2CCN(CC2)C(C=C)=O)C1)F)C1=C(C=C(C(=C1)O)F)F 1-(4-(5-chloro-6-(2,4-difluoro-5-hydroxyphenyl)-7-fluoro-2,1-benzothiazol-3-yl)-1-piperazinyl)-2-propen-1-one